2-Amino-6-((R)-1-(4-chloro-2-(3-methyl-1H-pyrazol-1-yl)phenyl)-2,2,2-trifluoroethoxypyrimidin-4-yl)-2-azaspiro[4.5]dec-7-en NN1CC2(CC1)C(C=CCC2)C2=NC(=NC=C2)O[C@@H](C(F)(F)F)C2=C(C=C(C=C2)Cl)N2N=C(C=C2)C